C1(CC1)C1=NNC(=N1)C1CC2(CN(C2)C(=O)N2CC3(C2)CN(C3)CC=3N=NN(C3)CC(F)(F)F)C1 [6-(3-cyclopropyl-1H-1,2,4-triazol-5-yl)-2-azaspiro[3.3]heptan-2-yl]-[6-[[1-(2,2,2-trifluoroethyl)triazol-4-yl]methyl]-2,6-diazaspiro[3.3]heptan-2-yl]methanone